BrC1=CC=C(C=C1)OCCC(=O)N1CCN(CC1)C1=C(C(=CC=C1)Cl)Cl 1-{3-[(4-bromophenyl)oxy]propanoyl}-4-(2,3-dichlorophenyl)piperazine